6-methyl-N-(2-methylbut-3-yn-2-yl)-4-[(1-methylcyclopropyl)amino]furo[2,3-d]pyrimidine-5-carboxamide CC1=C(C2=C(N=CN=C2NC2(CC2)C)O1)C(=O)NC(C)(C#C)C